(E)-3-bromo-4-(2-(1-methoxy-1-oxopropan-2-ylidene)hydrazinyl)benzoic acid BrC=1C=C(C(=O)O)C=CC1N/N=C(/C(=O)OC)\C